benzyl 4-[2-[4-(tert-butoxycarbonylamino)cyclohexyl]-1,1-dimethyl-ethyl]piperazine-1-carboxylate C(C)(C)(C)OC(=O)NC1CCC(CC1)CC(C)(C)N1CCN(CC1)C(=O)OCC1=CC=CC=C1